1-((cyclopentylmethyl)sulfonyl)piperidin-4-amine C1(CCCC1)CS(=O)(=O)N1CCC(CC1)N